triphenoxyphosphine O(C1=CC=CC=C1)P(OC1=CC=CC=C1)OC1=CC=CC=C1